1-cyclopropyl-6,8-difluoro-1,4-dihydro-7-[(4aS,7aS)-octahydro-6H-pyrrolo[3,4-B]pyridin-6-yl]-4-oxo-3-quinolinecarboxylic acid C1(CC1)N1C=C(C(C2=CC(=C(C(=C12)F)N1C[C@H]2NCCC[C@H]2C1)F)=O)C(=O)O